5-[4-(2-chloro-5-methanesulfonyl-benzoylamino)phenyl]-1H-naphtho[1,2-B][1,4]diazepine-2,4(3H,5h)-dione ClC1=C(C(=O)NC2=CC=C(C=C2)N2C3=C(NC(CC2=O)=O)C2=CC=CC=C2C=C3)C=C(C=C1)S(=O)(=O)C